N1(CCC2(CC1)CNC1=CC=CC=C12)C(=O)OCC1=CC=CC=C1 benzyl 1,2-dihydrospiro[indole-3,4'-piperidine]-1'-carboxylate